ethyl-triacontyl-ammonium C(C)[NH2+]CCCCCCCCCCCCCCCCCCCCCCCCCCCCCC